NC1=NC(=CC(=N1)N1C(COCCC1)C=1C=C(C=CC1Cl)NC(=O)C1OCC1)C (±)-N-[3-[4-(2-amino-6-methyl-pyrimidin-4-yl)-1,4-oxazepan-3-yl]-4-chloro-phenyl]oxetan-2-carboxamide